C(C)N(S(=O)(=O)C1=CC(=C(C=C1)S(=O)(=O)N1C[C@@H](CCC1)C(=O)OCC)C)CC Ethyl (R)-1-((4-(N,N-diethylsulfamoyl)-2-methylphenyl)sulfonyl)piperidine-3-carboxylate